6-chloro-1-methyl-1H-pyrrolo[2,3-b]pyridine-5-carboxylic acid ClC1=C(C=C2C(=N1)N(C=C2)C)C(=O)O